(±)-(2,2-dimethyl-1,3-dioxolan-4-yl)methanol CC1(OC[C@H](O1)CO)C |r|